oxazol-5-ylmethyl (4-(1-(dimethylcarbamoyl)piperidin-3-yl)phenyl)carbamate CN(C(=O)N1CC(CCC1)C1=CC=C(C=C1)NC(OCC1=CN=CO1)=O)C